(R)-piperidin-3-ol HCl Cl.N1C[C@@H](CCC1)O